ClC=1C(=NC=C(C1)OC1=NC=CC=C1F)C#N 3-chloro-5-((3-fluoropyridin-2-yl)oxy)picolinonitrile